6-chloro-4-(2-methyl-2,8-diazaspiro[4.5]decan-8-yl)-2-(4-pyridyl)pyrido[3,4-d]pyrimidine ClC1=CC2=C(N=C(N=C2N2CCC3(CCN(C3)C)CC2)C2=CC=NC=C2)C=N1